COCOCOCOC 2,4,6,8-tetraoxanonane